N-(1-(2-(4-methylpiperazin-1-yl)ethyl)-3-(pyridin-2-yl)-1H-pyrazol-4-yl)-6-(1H-pyrazol-4-yl)picolinamide CN1CCN(CC1)CCN1N=C(C(=C1)NC(C1=NC(=CC=C1)C=1C=NNC1)=O)C1=NC=CC=C1